ClC(C(=O)OCC)(F)F Ethyl 2-chloro-2,2-difluoroacetate